3-[1-acetyl-3-piperidyl]-1-sulfamoyl-pyrrole-2-carboxylic acid C(C)(=O)N1CC(CCC1)C1=C(N(C=C1)S(N)(=O)=O)C(=O)O